1-(4-((4-amino-7-isopropyl-5-(4-(pyridin-3-yloxy)phenyl)-7H-pyrrolo[2,3-d]pyrimidin-6-yl)eth-ynyl)piperidin-1-yl)-prop-2-en-1-one NC=1C2=C(N=CN1)N(C(=C2C2=CC=C(C=C2)OC=2C=NC=CC2)C#CC2CCN(CC2)C(C=C)=O)C(C)C